N-(5-(1H-pyrazolo[3,4-c]pyridin-7-yl)pyridin-2-yl)-1-cyano-3-fluoropiperidine-3-carboxamide N1N=CC=2C1=C(N=CC2)C=2C=CC(=NC2)NC(=O)C2(CN(CCC2)C#N)F